C1(CC1)CN1N=C(C2=CC=C(C=C12)NC1CCN(CC1)C1=NC2=C(N1C(F)F)C=CC=C2)C2=CC(=CC=C2)F 1-(cyclopropylmethyl)-N-(1-(1-(difluoromethyl)-1H-benzo[d]imidazol-2-yl)piperidin-4-yl)-3-(3-fluorophenyl)-1H-indazol-6-amine